Methyl (3R,6S)-1-benzoyl-6-methylpiperidine-3-carboxylate C(C1=CC=CC=C1)(=O)N1C[C@@H](CC[C@@H]1C)C(=O)OC